ClC=1C(=CC=C2C=CC=C(C12)C1=C(C=2C(C=N1)=C(SN2)N2[C@@H]1CCN([C@@H]1C2)C(C=C)=O)F)F 1-((1R,5R)-6-(6-(8-chloro-7-fluoronaphthalen-1-yl)-7-fluoroisothiazolo[4,3-c]pyridin-3-yl)-2,6-diazabicyclo[3.2.0]heptan-2-yl)prop-2-en-1-one